(S)-2-ethoxypropan-1-amine hydrochloride Cl.C(C)O[C@H](CN)C